N-(1-(5-(2-((dimethylamino)methyl)phenyl)thiophen-2-yl)ethyl)-6,7-dimethoxy-4-(trifluoromethyl)phthalazin-1-amine CN(C)CC1=C(C=CC=C1)C1=CC=C(S1)C(C)NC1=NN=C(C2=CC(=C(C=C12)OC)OC)C(F)(F)F